ClC=1C=C(C(=O)NN)C(=CN1)C 2-chloro-5-methylisonicotinohydrazide